2-(2-(tert-butyl)phenoxy)-N-(3,4-dihydroxyphenyl)acetamide C(C)(C)(C)C1=C(OCC(=O)NC2=CC(=C(C=C2)O)O)C=CC=C1